2-bromo-N-(5-(2-(3-methoxy-3-methylazetidin-1-yl)acetamido)-2-methylpyridin-3-yl)pyrazolo[5,1-b]Thiazole-7-carboxamide BrC1=CN2C(S1)=C(C=N2)C(=O)NC=2C(=NC=C(C2)NC(CN2CC(C2)(C)OC)=O)C